C(C)(C)(C)OC(=O)N1\C=C\C(=C(C=C1)O)N1CC2=CC=CC=C2CC1 trans-4-(3,4-dihydroisoquinolin-2(1H)-yl)-5-hydroxyazepine-1-carboxylic acid tert-butyl ester